BrCC=1C=CC(=C(O[C@@H](C(=O)OC)CC)C1)Cl (R)-Methyl 2-(5-(bromomethyl)-2-chlorophenoxy)butanoate